CN1C(N(C(C1)=O)C=1C=CC(=NC1)N[C@@H]1C[C@H](CC1)NC(OC(C)(C)C)=O)=O tert-butyl ((1S,3S)-3-((5-(3-methyl-2,5-dioxoimidazolidin-1-yl)pyridin-2-yl)amino)cyclopentyl)carbamate